2-(4,6-diphenyl-1,3,5-triazinyl)-8-bromodibenzofuran C1(=CC=CC=C1)C1=NC(=NC(=N1)C1=CC=CC=C1)C1=CC2=C(OC3=C2C=C(C=C3)Br)C=C1